N-(3-fluoro-4-methylbenzyl)-4-(1-methyl-1H-indazol-5-yl)-5-(6-methylpyridin-2-yl)-1H-imidazol-2-amine FC=1C=C(CNC=2NC(=C(N2)C=2C=C3C=NN(C3=CC2)C)C2=NC(=CC=C2)C)C=CC1C